5-[(1E)-3-ethoxy-3-oxo-1-propen-1-yl]-4-nitro-2-thiophenecarboxylic acid methyl ester COC(=O)C=1SC(=C(C1)[N+](=O)[O-])\C=C\C(=O)OCC